4-bromo-2-(4-(hydroxymethyl)piperidin-1-yl)benzoic acid methyl ester COC(C1=C(C=C(C=C1)Br)N1CCC(CC1)CO)=O